8-Hydroxy-7-methyl-1,2,3,4-tetrahydro-5H-chromeno[3,4-c]pyridin-5-one OC=1C=CC2=C(C1C)OC(C=1CNCCC12)=O